C1CCC2=C(C=CC=C12)C1=C(C=C2C(=N1)C(=NN2)C=2C=NN(C2)C2CN(C2)S(=O)(=O)CCO)OC 2-((3-(4-(5-(2,3-Dihydro-1H-inden-4-yl)-6-methoxy-1H-pyrazolo[4,3-b]pyridin-3-yl)-1H-pyrazol-1-yl)azetidin-1-yl)sulfonyl)ethan-1-ol